ClC=1C=CC(=C(C1)C1(CC1)C(=O)NC=1C=CC(=C(C(=O)O)C1)C=1C=NN(C1)C1CCC1)F 5-({[1-(5-chloro-2-fluorophenyl)cyclopropyl]carbonyl}amino)-2-(1-cyclobutyl-1H-pyrazol-4-yl)benzoic acid